C1(=CC=CC=C1)NC=CC(=O)C=1OC=CC1 3-(phenylamino)-1-(2-furyl)-2-propen-1-one